The molecule is a trihydroxyflavone that is flavone substituted by hydroxy groups at positions 5, 7 and 3', methoxy groups at positions 3 and 5' and a prenyl group at position 2'. Isolated from Tabernaemontana macrocarpa, it exhibits inhibitory activity against breast cancer resistance protein. It has a role as a metabolite and a breast cancer resistance protein inhibitor. It is a trihydroxyflavone and a dimethoxyflavone. It derives from a flavone. CC(=CCC1=C(C=C(C=C1O)OC)C2=C(C(=O)C3=C(C=C(C=C3O2)O)O)OC)C